(2-pyridinyl)-alanine N1=C(C=CC=C1)N[C@@H](C)C(=O)O